5-(2-azaspiro[3.4]-octan-6-ylmethyl)-2-(trifluoromethyl)-pyridine-4-carbonitrile C1NCC12CC(CC2)CC=2C(=CC(=NC2)C(F)(F)F)C#N